N-(2-fluorobenzyl)-N,2,2-trimethylbutanamide FC1=C(CN(C(C(CC)(C)C)=O)C)C=CC=C1